(R)-3-(6-((tert-butyldimethylsilyl)oxy)-2,5,7,8-tetramethylchroman-2-yl)propanal [Si](C)(C)(C(C)(C)C)OC=1C(=C2CC[C@](OC2=C(C1C)C)(C)CCC=O)C